tert-Butyl (2S,5R)-4-(bis(4-fluorophenyl)methyl)-5-(cyanomethyl)-2-methylpiperazine-1-carboxylate FC1=CC=C(C=C1)C(N1C[C@@H](N(C[C@H]1CC#N)C(=O)OC(C)(C)C)C)C1=CC=C(C=C1)F